C(C)(C)OC(=O)N1C[C@H](CC1)N1N=C(C2=CC(=CC=C12)Br)COC1=C(C=CC=C1)CC(=O)OCC (S)-3-(5-bromo-3-((2-(2-ethoxy-2-oxoethyl)phenoxy)methyl)-1H-indazol-1-yl)pyrrolidine-1-carboxylic acid isopropyl ester